O1COC2=C1C=CC(=C2)NC2=NC=C(C(=N2)N2C=C(C=C2)C(=O)N[C@H](CO)CC2=CC=CC=C2)C (S)-1-(2-(benzo[d][1,3]dioxol-5-ylamino)-5-methylpyrimidin-4-yl)-N-(1-hydroxy-3-phenylpropane-2-yl)-1H-pyrrole-3-amide